O1C2=C(OC[C@@H]1C=1C=C(C=CC1)C1=NOC(=N1)C[C@@H](CO)NC(OC(C)(C)C)=O)C=CC=C2 tert-butyl ((S)-1-(3-(3-((S)-2,3-dihydrobenzo[b][1,4]dioxin-2-yl)phenyl)-1,2,4-oxadiazol-5-yl)-3-hydroxypropan-2-yl)carbamate